OCCNC1=C(C=C(C=C1)S(=O)(=O)O)[N+](=O)[O-] 4-(β-hydroxyethylamino)-3-nitrobenzenesulfonic acid